1-(4-(4-((3-chloro-4-((5-fluorothiazol-4-yl)methoxy)phenyl)amino)-7H-pyrrolo[2,3-d]pyrimidin-5-yl)piperidin-1-yl)prop-2-en-1-one ClC=1C=C(C=CC1OCC=1N=CSC1F)NC=1C2=C(N=CN1)NC=C2C2CCN(CC2)C(C=C)=O